OCC=1N=C(SC1[S@](=O)(N)=NC(NC1=C2C(=NC3=C1CCC3)C(CC2)C)=O)C(C)(C)O (S)-4-(hydroxymethyl)-2-(2-hydroxypropan-2-yl)-N'-((3-methyl-1,2,3,5,6,7-hexahydrodicyclopenta[b,e]pyridin-8-yl)carbamoyl)thiazole-5-sulfonimidamide